COC1=CC=C(C=C1)SC1=NN=CO1 5-(4-methoxyphenyl)sulfydryl-1,3,4-oxadiazole